Diallylpropylamine C(C=C)C(CCN)CC=C